2-(2-oxo-1,3-oxazolidin-3-yl)acetyl-N-[(S)-phenyl[4-(propan-2-yl)phenyl]methyl]pyrrolidine-2-carboxamide O=C1OCCN1CC(=O)N1C(CCC1)C(=O)N[C@H](C1=CC=C(C=C1)C(C)C)C1=CC=CC=C1